NC1=C(C=C(C=N1)C=1C=C(C(=O)N)C=CC1)C1=CC(=CC=C1)N(C)C 3-[6-amino-5-[3-(dimethylamino)phenyl]-3-pyridyl]benzamide